FC=1C=CC(=C(C1)C1(CC1)C(=NO)N)C 1-(5-fluoro-2-methyl-phenyl)-N'-hydroxy-cyclopropanecarboxamidine